Cl.N[C@H](C(=O)N1[C@@H](C[C@H](C1)O)C(=O)NCC1=CC=C(C=C1)C1=CN=CS1)C(C)(C)C (2S,4R)-1-[(2S)-2-amino-3,3-dimethylbutanoyl]-4-hydroxy-N-{[4-(1,3-thiazol-5-yl)phenyl]methyl}pyrrolidine-2-carboxamide hydrogen chloride salt